1,2,3-tris(tert-butylpyridylmethylenephosphinyloxy)benzene 4-(5-dodecyl)benzenesulfonate CCCCC(CCCCCCC)C1=CC=C(C=C1)S(=O)(=O)O.C(C)(C)(C)C(C1=NC=CC=C1)=P(=O)OC1=C(C(=CC=C1)OP(=O)=C(C1=NC=CC=C1)C(C)(C)C)OP(=O)=C(C1=NC=CC=C1)C(C)(C)C